CC1=CC=C(C=C1)S(=O)(=O)O.C(C)C1=C(C(=NN1)C(=O)NC1=CC=C(C=C1)[C@H]1CNCCO1)C 5-ethyl-4-methyl-N-[4-[(2S)-morpholin-2-yl]phenyl]-1H-pyrazole-3-carboxamide, monop-toluenesulfonic acid salt